P(=O)([O-])([O-])O.[Na+].[Na+] disodium hydrophosphate